CC1=C(C=C(C=C1N)N)O 2-methyl-3,5-diaminophenol